C(#N)C1=CC=C(C=C1)[C@]12[C@](C3=NC=C(C=C3O1)OS(=O)(=O)C(F)(F)F)([C@@H]([C@@H]([C@H]2C2=CC=CC=C2)C(=O)OC)O)O |r| rac-methyl (5aR,6S,7R,8R,8aS)-5a-(4-cyanophenyl)-8,8a-dihydroxy-6-phenyl-3-(((trifluoromethyl)sulfonyl)oxy)-5a,7,8,8a-tetrahydro-6H-cyclopenta[4,5]furo[3,2-b]pyridine-7-carboxylate